1-(2-chlorothieno[3,2-d]pyrimidin-4-yl)-N-(2-(imidazo[1,2-a]pyridin-3-yl)propan-2-yl)azetidine-3-carboxamide ClC=1N=C(C2=C(N1)C=CS2)N2CC(C2)C(=O)NC(C)(C)C2=CN=C1N2C=CC=C1